1-(5-(4-chlorophenyl)-1-(2,4-dichlorophenyl)-4-methyl-1H-pyrazole-3-yl)-2-(pyrrolidine-1-yl)ethane-1,2-dione ClC1=CC=C(C=C1)C1=C(C(=NN1C1=C(C=C(C=C1)Cl)Cl)C(C(=O)N1CCCC1)=O)C